1-(2-hydroxy-2-methylpropyl)-5-(trifluoromethyl)-1H-pyrazole-4-carboxylic acid OC(CN1N=CC(=C1C(F)(F)F)C(=O)O)(C)C